ClC1=CC=C(N=N1)C(C(=O)N)C1=C(C=CC=C1Cl)Cl 2-(6-Chloropyridazin-3-yl)-2-(2,6-dichlorophenyl)acetamide